C(C)NC1CCC(CC1)N1C(NC2=C1C=C(C(=C2)C=2C=C(C=1N(C2)N=CN1)C)C)=O 1-((1R,4R)-4-(ethylamino)cyclohexyl)-6-methyl-5-(8-methyl-[1,2,4]triazolo[1,5-a]pyridin-6-yl)-1,3-dihydro-2H-benzo[d]imidazol-2-one